5-(3-chlorophenoxy)-4-[(5RS)-5-(2,4-dimethylbenzyl)-5,6-dihydro-4H-1,2,4-oxadiazin-3-yl]-2-methylpyridazin-3(2H)-one ClC=1C=C(OC2=C(C(N(N=C2)C)=O)C2=NOC[C@H](N2)CC2=C(C=C(C=C2)C)C)C=CC1 |r|